2-(4-fluorobenzyl)-6-(3-methoxybenzyl)-4-methyl-4H-thiazolo[5',4':4,5]pyrrolo[2,3-d]pyridazin-5(6H)-one FC1=CC=C(CC=2SC3=C(N(C=4C(N(N=CC43)CC4=CC(=CC=C4)OC)=O)C)N2)C=C1